5-(isopropyl-(methyl)amino)-6-vinylpyridine-2-carboxamide C(C)(C)N(C=1C=CC(=NC1C=C)C(=O)N)C